FC=1C=C(C=CC1)C1=CC=C2CCC3(C(C2=C1)NC(O[C@@H]1CN2CCC1CC2)=O)CC3 (S)-quinuclidin-3-yl (7'-(3-fluorophenyl)-3',4'-dihydro-1'H-spiro[cyclopropane-1,2'-naphthalen]-1'-yl)carbamate